5-methyl-5-(6-methylpyridin-3-yl)imidazolidine-2,4-dione CC1(C(NC(N1)=O)=O)C=1C=NC(=CC1)C